tert-butyl 5-(4-((3,4-dichloro-2-fluorophenyl)amino)quinazolin-6-yl)-3,6-dihydropyridine-1(2H)-carboxylate ClC=1C(=C(C=CC1Cl)NC1=NC=NC2=CC=C(C=C12)C1=CCCN(C1)C(=O)OC(C)(C)C)F